(Z)-5-(2-nitroprop-1-en-1-yl)-2-(4-(5-(trifluoromethyl)pyrimidin-2-yl)piperazin-1-yl)oxazole [N+](=O)([O-])\C(=C/C1=CN=C(O1)N1CCN(CC1)C1=NC=C(C=N1)C(F)(F)F)\C